ClC1=C(OC=2C(=NC3=CC=CC=C3N2)C(=O)NC2=CC(=CC=C2)S(N)(=O)=O)C=CC(=C1)OC 3-(2-chloro-4-methoxyphenoxy)-N-(3-sulfamoylphenyl)quinoxaline-2-carboxamide